5-(ethylthiomethyl)furan-2-carboxylic acid methyl ester COC(=O)C=1OC(=CC1)CSCC